C1(CC1)N1N=NC(=C1)C(=O)C1=C2C=CN(C(C2=CC=C1)=O)C 5-(1-Cyclopropyl-1H-1,2,3-triazole-4-carbonyl)-2-methylisoquinolin-1(2H)-one